C(C)(C)(C)OC(=O)N1CCN(CC(C1)(F)F)C=1N=C(NC(C1Cl)=O)C=1C=NN(C1Cl)CC1=CC=C(C=C1)OC 4-[5-chloro-2-[5-chloro-1-[(4-methoxyphenyl)methyl]pyrazol-4-yl]-6-oxo-1H-pyrimidin-4-yl]-6,6-difluoro-1,4-diazepan-1-carboxylic acid tert-butyl ester